2-(2-(2-((6-cyano-5-(2-oxoindolin-5-yl)pyridin-2-yl)amino)ethoxy)phenyl)acetamide C(#N)C1=C(C=CC(=N1)NCCOC1=C(C=CC=C1)CC(=O)N)C=1C=C2CC(NC2=CC1)=O